ClC1=C(C=CC=C1)[C@@](C(=O)OC)(C)O (R)-methyl 2-(2-chloro-phenyl)-2-hydroxy-propionate